FC(S(=O)(=O)OC=1C=CC=2C3=C(C(N(C2C1)C=1C(=NC=CC1)C)=O)N=C(N3C)CC3=CC=C(C=C3)OC)(F)F 2-(4-methoxybenzyl)-1-methyl-5-(2-methylpyridin-3-yl)-4-oxo-4,5-dihydro-1H-imidazo[4,5-c]quinolin-7-yl trifluoromethanesulfonate